BrC1=C(C2=C(N=C(N=C2)NC)N2C1=NCC2)C 6-bromo-N,5-dimethyl-8,9-dihydroimidazo[1',2':1,6]pyrido[2,3-d]pyrimidin-2-amine